NCC(=O)NC=1SC=C(N1)C1=CC=C2CN(C(N(C2=C1)C)=O)C 2-amino-N-(4-(1,3-dimethyl-2-oxo-1,2,3,4-tetrahydroquinazolin-7-yl)thiazol-2-yl)acetamide